Cl.C(#N)C=1C=NN2C1C(=NC(=C2)C=2C=NN(C2)C2CCNCC2)C=2C=CC(=NC2)N2CCC(CC2)(C(=O)NC(C)C)CC 1-[5-[3-cyano-6-[1-(4-piperidyl)pyrazol-4-yl]pyrazolo[1,5-a]pyrazin-4-yl]-2-pyridyl]-4-ethyl-N-isopropyl-piperidine-4-carboxamide hydrochloride salt